NC1CCN(CC1)C1=C(N=NC2=CC(=C(C=C12)C1=CC2=C(NC(N2)=O)C=C1)Cl)C1=CC(=CC(=C1)C)F 5-[4-(4-aminopiperidin-1-yl)-7-chloro-3-(3-fluoro-5-methylphenyl)cinnolin-6-yl]-2,3-dihydro-1H-1,3-benzodiazol-2-one